FC=1C(=C(C=CC1)[C@H]1C(=C(N=C(N1)C=1SC=CN1)C)C(=O)OCC)C (S)-Ethyl 6-(3-fluoro-2-methylphenyl)-4-methyl-2-(thiazol-2-yl)-1,6-dihydropyrimidine-5-carboxylate